C(C)C(CO)CCCCCC 2-ethyl-1-octanol